4-(2-(propylamino)ethyl)aniline C(CC)NCCC1=CC=C(N)C=C1